tert-butyl 5-((2-(3-(dimethylamino) acryloyl) pyrimidin-4-yl) ethynyl)-1H-indazole-1-carboxylate CN(C=CC(=O)C1=NC=CC(=N1)C#CC=1C=C2C=NN(C2=CC1)C(=O)OC(C)(C)C)C